N-butyl-pyrrole chloride salt [Cl-].C(CCC)N1C=CC=C1